C1=CC=CC=2SCC3=C(C(C21)N2N1C(C=4N(C=CN4)C24COC4)=C(C(C=C1)=O)O)C=CC=C3 6-(6,11-dihydrodibenzo[b,e]thiepin-11-yl)-11-hydroxy-6H,10H-spiro[imidazo[1,2-d]pyrido[2,1-f][1,2,4]triazine-5,3'-oxetan]-10-one